6-(1H-1,3-benzodiazol-2-yl)-2-[(diphenylmethyl)(methyl)amino]-5-hydroxy-3-methyl-3,4-dihydropyrimidin-4-one N1C(=NC2=C1C=CC=C2)C2=C(C(N(C(=N2)N(C)C(C2=CC=CC=C2)C2=CC=CC=C2)C)=O)O